ClC1=CC=C(C=C1)C=1C(N(C=C2C=CC(=NC12)OCC)C=1C=C2C=CC=NC2=CC1)=O 8-(4-chlorophenyl)-2-ethoxy-6-(quinolin-6-yl)-1,6-naphthyridin-7(6H)-one